BrC=1C=C(C=C2C=CN=CC12)OC(C(C)(C)C)=O 8-bromo-6-(pivaloyloxy)isoquinoline